FC1=CC(=C(C=C1C=1SC=C(N1)C(=O)N1CCN(CC1)C)NC(=O)C1=CNC(C=C1C(F)(F)F)=O)N1C[C@H](N([C@H](C1)C)C)C N-[4-fluoro-5-[4-(4-methylpiperazine-1-carbonyl)-1,3-thiazol-2-yl]-2-[(3R,5S)-3,4,5-trimethylpiperazin-1-yl]phenyl]-6-oxo-4-(trifluoromethyl)-1H-pyridine-3-carboxamide